C(/C1=CC=CC=C1)=N\NC(=O)C=1OC2=C(C1C)C(=CC=C2)O (E)-N'-benzylidene-4-hydroxy-3-methylbenzofuran-2-carbohydrazide